2-(3,4-Dimethoxyphenyl)-1,4-dimethyl-6-(1-(8-(tetrahydro-2H-pyran-4-yl)-8-azabicyclo[3.2.1]octan-3-yl)piperidin-4-yl)-1H-benzo[d]imidazol COC=1C=C(C=CC1OC)C1=NC2=C(N1C)C=C(C=C2C)C2CCN(CC2)C2CC1CCC(C2)N1C1CCOCC1